CC/C=C\\C/C=C\\C/C=C\\C/C=C\\C/C=C\\C/C=C\\CCC(=O)OC[C@H](COP(=O)(O)O)OC(=O)CC/C=C\\C/C=C\\C/C=C\\C/C=C\\C/C=C\\C/C=C\\CC The molecule is a 1,2-diacyl-sn-glycerol 3-phosphate in which both phosphatidyl acyl groups are specified as (4Z,7Z,10Z,13Z,16Z,19Z)-docosahexaenoyl. It derives from an all-cis-docosa-4,7,10,13,16,19-hexaenoic acid. It is a conjugate acid of a 1,2-di[(4Z,7Z,10Z,13Z,16Z,19Z)-docosahexaenoyl]-sn-glycero-3-phosphate(2-).